C(C(C)C)C1=CC=CC2=C1SC=1C(=NC=CC12)C=1SC=C(C1)C 8-isobutyl-1-(4-methyl-thiophen-2-yl)benzo[4,5]thieno[2,3-c]pyridine